C(COP(=O)([O-])OC[C@@H](C(=O)[O-])[NH3+])[NH+]=C(N)NP(=O)([O-])[O-] The molecule is an alpha-amino-acid anion obtained via deprotonation of the carboxy and phoisphate groups as well as protonation of the amino and guanidino groups of N-phospho-L-lombricine; major species at pH 7.3. It is an alpha-amino-acid anion and an organophosphate oxoanion. It is a conjugate base of a N-phospho-L-lombricine.